NC=1SC2=C(N1)C(=CC=C2)C2=CC=C(C(=C2C(=O)NC(C)(C)C)Cl)Cl 6-(2-amino-1,3-benzothiazol-4-yl)-N-tert-butyl-2,3-dichloro-benzamide